(E)-3-(1-(3-chloro-4-fluorophenyl)-3-(trifluoromethyl)-1H-pyrazol-5-yl)-N-(2-oxo-2,3-dihydro-1H-benzo[d]imidazol-4-yl)acrylamide ClC=1C=C(C=CC1F)N1N=C(C=C1/C=C/C(=O)NC1=CC=CC=2NC(NC21)=O)C(F)(F)F